7-bromo-4-(prop-2-yn-1-ylamino)-1-(pyridin-3-yl)quinazolin-2(1H)-one BrC1=CC=C2C(=NC(N(C2=C1)C=1C=NC=CC1)=O)NCC#C